C(CCC)O Butylhydroxid